(S)-3-((S)-2-(hydroxymethyl)-6-oxo-2,3,6,8-tetrahydro-7H-[1,4]dioxino[2,3-f]isoindol-7-yl)piperidine-2,6-dione OC[C@H]1COC=2C(=CC=3CN(C(C3C2)=O)[C@@H]2C(NC(CC2)=O)=O)O1